(2R,3S)-N-((3S)-5-(3-methylphenyl)-9-methoxy-2-oxo-2,3-dihydro-1H-1,4-benzodiazepin-3-yl)-2,3-bis(3,3,3-trifluoropropyl)succinamide CC=1C=C(C=CC1)C1=N[C@@H](C(NC2=C1C=CC=C2OC)=O)NC([C@@H]([C@@H](C(=O)N)CCC(F)(F)F)CCC(F)(F)F)=O